COC=1C=C(C=CC1OC)C1=CC=NC=2N1N=C(C2)C(=O)NC2=CC=C(OCC(=O)O)C=C2 2-(4-(7-(3,4-dimethoxyphenyl)pyrazolo[1,5-a]pyrimidine-2-carboxamido)phenoxy)acetic acid